O=C1NC2(CN(C2)C(=O)N)CN1 6-oxo-2,5,7-triazaspiro[3.4]octane-2-carboxamide